N-(3-isopropylphenyl)pyrimido[1',6':1,5]pyrazolo[4,3-c][1,7]naphthyridin-6-amine C(C)(C)C=1C=C(C=CC1)NC1=NC2=CN=CC=C2C=2C1=C1N(N2)C=NC=C1